(2R)-1-((5-(3,5-difluorophenyl)-5,6,7,8-tetrahydroimidazo[1,2-a]pyridin-2-yl)amino)-1-oxopropan-2-yl 2-nitrobenzenesulfonate [N+](=O)([O-])C1=C(C=CC=C1)S(=O)(=O)O[C@@H](C(=O)NC=1N=C2N(C(CCC2)C2=CC(=CC(=C2)F)F)C1)C